Caesium hexafluorophosphat F[P-](F)(F)(F)(F)F.[Cs+]